C1(CC1)NC(C1=C(C=C(C=C1OC)C1=CN=C2N1C=CC(=C2)OCCN2[C@@H]1CO[C@H](C2)C1)OC(F)F)=O N-cyclopropyl-2-(difluoromethoxy)-6-methoxy-4-[7-[2-[(1S,4S)-2-oxa-5-azabicyclo[2.2.1]heptan-5-yl]ethoxy]imidazo[1,2-a]pyridin-3-yl]benzamide